trimethoxybutyl alcohol COC(CCCO)(OC)OC